FC1=CC=C(C=C1)[C@H](CN1N=CC(=C1)I)C |r| racemic-1-(2-(4-fluorophenyl)propyl)-4-iodo-1H-pyrazole